CC=1C=C(C=NCCC#N)C=CC1 N-(3-methylbenzylidene)(2-cyanoethyl)amine